BrCCCN(C(=O)OC(C)(C)C)C(=O)OC(C)(C)C di-tert-butyl (3-bromopropyl)imidodicarbonate